BrCC1=CC(=C(C(=O)OC(C)(C)C)C(=C1)F)O[Si](C)(C)C(C)(C)C tert-butyl 4-(bromomethyl)-2-[tert-butyl(dimethyl)silyl]oxy-6-fluoro-benzoate